COC1=C(C=C(C(=C1)CCCC=C)OC)CC(C)N 1-(2,5-dimethoxy-4-(pent-4-en-1-yl)phenyl)propan-2-amine